3-((5-(2,5-dichlorophenyl)-1,3,4-oxadiazol-2-yl)methyl)quinolin-2(1H)-one ClC1=C(C=C(C=C1)Cl)C1=NN=C(O1)CC=1C(NC2=CC=CC=C2C1)=O